5-Bromo-2-cyclopropylpyridine BrC=1C=CC(=NC1)C1CC1